CN1N=CC(=C1C=1C=CC(=NC1)NC([C@H](C1CCC(CC1)C)NC(OC(C)(C)C)=O)=O)C tert-butyl ((S)-2-((5-(1,4-dimethyl-1H-pyrazol-5-yl)pyridin-2-yl)amino)-1-((1r,4S)-4-methylcyclohexyl)-2-oxoethyl)carbamate